pyridin-4-ol N1=CC=C(C=C1)O